COC1=C(C=CC=C1)OC(F)(F)F 1-Methoxy-2-(trifluoromethoxy)benzene